C(C)(=O)OC1(CC2C(C3C(C(C(OC13C)(C=C)C)(C)C)=O)CCCC2)C pentamethyl-1-oxo-3-vinyldodecahydro-1H-benzo[f]chromen-5-yl acetat